2-(7-(3,5-dichlorophenyl)-2-(ethylsulfanyl)pyrazolo[1,5-a]pyrimidin-3-yl)-5-((trifluoromethyl)thio)benzo[d]oxazole ClC=1C=C(C=C(C1)Cl)C1=CC=NC=2N1N=C(C2C=2OC1=C(N2)C=C(C=C1)SC(F)(F)F)SCC